2-chloro-5-(trimethylgermyl)pyridine ClC1=NC=C(C=C1)[Ge](C)(C)C